tin Tin [Sn].[Sn]